methyl 4-(4-(1H-pyrazol-4-yl)phenoxy)-1H-1,2,3-triazole-5-carboxylate N1N=CC(=C1)C1=CC=C(OC=2N=NNC2C(=O)OC)C=C1